(3S)-3-{[2-(1-methyl-1H-pyrazol-4-yl)[1,2,4]triazolo[1,5-c]quinazolin-5-yl]amino}pyrrolidin-2-one CN1N=CC(=C1)C1=NN2C(=NC=3C=CC=CC3C2=N1)N[C@@H]1C(NCC1)=O